bromoxylol BrC1=C(C(=CC=C1)C)C